N1CC(CCC1)NC1=NC=C(C(=N1)C=1C=C(NC1)C(=O)N)C(F)(F)F 4-{2-[(piperidin-3-yl)amino]-5-(trifluoromethyl)pyrimidin-4-yl}-1H-pyrrole-2-carboxamide